N(C(=N)N)CCCNC(C(=C)C)=O N-(3-guanidinopropyl)methacrylamide